COC(C1=CC=C(C=C1)COC1=NC(=CC(=C1C#N)C=1OC=CC1)C1=CSC=C1)=O 4-(3-Cyano-4-furan-2-yl-6-thiophen-3-yl-pyridin-2-yloxymethyl)-benzoic acid methyl ester